BrC=1N=C(N(C1C)C[C@H]1OCC1)CN1CCC(CC1)C1=CC=CC=2O[C@](OC21)(C)C2=C(C=C(C=C2)Cl)F 1-((4-bromo-5-methyl-1-(((S)-oxetan-2-yl)methyl)-1H-imidazol-2-yl)methyl)-4-((S)-2-(4-chloro-2-fluorophenyl)-2-methylbenzo[d][1,3]dioxol-4-yl)piperidine